3-(phenylmethylamino)pyrrolidine-2,5-dione C1(=CC=CC=C1)CNC1C(NC(C1)=O)=O